ClC1=CC(=C(OCC2=NC=CC(=C2)OC2CCN(CC2)CC2=NC3=C(N2CC=2OC=CN2)C=C(C=C3)C(=O)O)C=C1)[N+]#[C-] 2-((4-((2-((4-Chloro-2-isocyanophenoxy)methyl)pyridin-4-yl)oxy)piperidin-1-yl)methyl)-1-(oxazol-2-ylmethyl)-1H-benzo[d]imidazole-6-carboxylic acid